6-bromo-3,3-di-tert-butyl-8-chloro-2,3-dihydroimidazo[1,5-a]pyridine-1,5-dione BrC1=CC(=C2N(C1=O)C(NC2=O)(C(C)(C)C)C(C)(C)C)Cl